(R)-1-methyl-5-(2-oxo-2-((1,1,1-trifluoroprop-2-yl)amino)acetyl)-1H-pyrrole-3-carboxylic acid methyl ester COC(=O)C1=CN(C(=C1)C(C(N[C@@H](C(F)(F)F)C)=O)=O)C